tert-Butyl 10-((5-(dimethylcarbamoyl)-2-oxo-4-phenylpyridin-1(2H)-yl)methyl)-10-hydroxy-7-azaspiro[4.5]decane-7-carboxylate CN(C(=O)C=1C(=CC(N(C1)CC1(CCN(CC12CCCC2)C(=O)OC(C)(C)C)O)=O)C2=CC=CC=C2)C